5-formyl-N,2,4-trimethyl-1H-pyrrole-3-carboxamide C(=O)C1=C(C(=C(N1)C)C(=O)NC)C